(4-(4-chloro-3-trifluoromethyl-phenoxy)-2,5-dimethyl-phenyl)-N-ethyl-N-methylformamide ClC1=C(C=C(OC2=CC(=C(C=C2C)C(=O)N(C)CC)C)C=C1)C(F)(F)F